C(C1=CC=CC=C1)SC1=CN=C(S1)N 5-(benzylsulfanyl)-1,3-thiazol-2-amine